2-heptadecenyl-hydroxyethylimidazoline C(=CCCCCCCCCCCCCCCC)C=1N(CCN1)CCO